hydroxyanisole tert-butyl-(2-(2,4-dichloro-5-fluoro-7-((2-(trimethylsilyl)ethoxy)methyl)-7H-pyrrolo[2,3-d]pyrimidin-6-yl)ethyl)(methyl)carbamate C(C)(C)(C)OC(N(C)CCC1=C(C2=C(N=C(N=C2Cl)Cl)N1COCC[Si](C)(C)C)F)=O.OC1=C(C=CC=C1)OC